{(3S)-2-[(4-Methylphenyl)sulphonyl]-1,2,3,4-tetrahydroisoquinolin-3-yl}methyl 4-methylbenzenesulphonate CC1=CC=C(C=C1)S(=O)(=O)OC[C@H]1N(CC2=CC=CC=C2C1)S(=O)(=O)C1=CC=C(C=C1)C